1-(2,6-bis(benzyloxy)pyridin-3-yl)-5-bromo-3-(oxetan-3-yl)-1H-benzo[d]imidazol-2(3H)-one C(C1=CC=CC=C1)OC1=NC(=CC=C1N1C(N(C2=C1C=CC(=C2)Br)C2COC2)=O)OCC2=CC=CC=C2